N1(CCOCC1)CC(=O)O 4-morpholineacetic acid